trans-11-hexadecenoic acid C(CCCCCCCCC\C=C\CCCC)(=O)O